ClS(=O)(=O)OCC(CCOC(=O)C12CC3CC(CC(C1)C3)C2)(C)C 4-((chlorosulfonyl) oxy)-3,3-dimethylbutyladamantane-1-carboxylate